CC1(O[C@@H](CNC1)[C@@H](C)O)C (1R)-1-[(2S)-6,6-dimethylmorpholin-2-yl]ethan-1-ol